CN1C(C(C2=CC=CC=C12)(CC(CC)=O)C)=O 1,3-Dimethyl-3-(2-oxobutyl)indolin-2-one